FC(C(=O)O)(F)F.N=1N(N=CC1)CC(=O)C=1C=CC(=C(C1)N1C(=NC2=C(C1=O)C=CC=N2)CN2CCNC1(CC1)C2)OCC(F)(F)F 3-(5-(2-(2H-1,2,3-Triazol-2-yl)acetyl)-2-(2,2,2-trifluoroethoxy)phenyl)-2-((4,7-diazaspiro[2.5]octan-7-yl)methyl)pyrido[2,3-d]pyrimidin-4(3H)-one trifluoroacetic acid salt